6-benzyloxy-12-methyl-17-nitro-6,15-bis(trifluoromethyl)-19-oxa-3,4,13,18-tetraazatricyclo[12.3.1.12,5]nonadeca-1(18),2,4,9,14,16-hexa-ene C(C1=CC=CC=C1)OC1(C2=NN=C(C=3C(=CC(=C(NC(CC=CCC1)C)N3)C(F)(F)F)[N+](=O)[O-])O2)C(F)(F)F